C1=CSC(=C1)C(=O)C(F)(F)F trifluoroacetylthiophene